N1(N=CN=C1)CC=1N=NN(C1)CC(C1=CC=CC=C1)C1=CC=CC=C1 4-((1H-1,2,4-triazol-1-yl)methyl)-1-(2,2-diphenylethyl)-1H-1,2,3-triazole